ClC1=CC(=C(C=C1COC1(CC1)C=1C=NC=CC1C1=C(C=CC=C1)OC1CC1)S(=O)(=O)N(C)C)F 4-chloro-5-([1-[4-(2-cyclopropoxyphenyl)pyridin-3-yl]cyclopropoxy]methyl)-2-fluoro-N,N-dimethylbenzene-1-sulfonamide